N-(4-(aminomethyl)cyclohexyl)-4-(trifluoromethyl)aniline NCC1CCC(CC1)NC1=CC=C(C=C1)C(F)(F)F